5-amino-2,3-dihydro-1H-indene NC=1C=C2CCCC2=CC1